OCCS(=O)(=O)NC1=CC(=C(C(=O)NC=2C=CC=3C4C(N(C3C2)C)CCC4)C=C1)N1CCC4(CC4)CC1 4-((2-hydroxyethyl)sulfonamido)-N-(4-methyl-1,2,3,3a,4,8b-hexahydrocyclopenta[b]indol-6-yl)-2-(6-azaspiro[2.5]octan-6-yl)benzamide